FC=1C(=C(C=CC1F)[C@H]1[C@@H](O[C@]([C@H]1OC)(C(F)(F)F)C)C=1NC=2C=CN=C(C2C(C1)=O)C#N)C 2-((2R,3S,4S,5R)-3-(3,4-difluoro-2-methylphenyl)-4-methoxy-5-methyl-5-(trifluoromethyl)tetrahydrofuran-2-yl)-4-oxo-1,4-dihydro-1,6-naphthyridine-5-carbonitrile